(S)-6-(4-(4-(((2-(2,6-dioxopiperidin-3-yl)-1,3-dioxoisoindolin-4-yl)amino)methyl)-3-fluorobenzyl)piperazin-1-yl)nicotinamide O=C1NC(CC[C@@H]1N1C(C2=CC=CC(=C2C1=O)NCC1=C(C=C(CN2CCN(CC2)C2=NC=C(C(=O)N)C=C2)C=C1)F)=O)=O